C1(CC2C(CC1)O2)COC(=O)C(C(CC)C(=O)OCC2CC1C(CC2)O1)(C(=O)OCC1CC2C(CC1)O2)C(=O)OCC2CC1C(CC2)O1 butanetetracarboxylic acid tetra(3,4-epoxycyclohexylmethyl) ester